6-[(4-fluorophenyl)methyl]-9-[4-(trifluoromethyl)-phenyl]-9H-carbazole-3-carboxylic acid FC1=CC=C(C=C1)CC=1C=C2C=3C=C(C=CC3N(C2=CC1)C1=CC=C(C=C1)C(F)(F)F)C(=O)O